(1R,3S)-3-(3-methyl-1,2,4-oxadiazol-5-yl)cyclopentanamine Hydrochloride Salt Cl.CC1=NOC(=N1)[C@@H]1C[C@@H](CC1)N